C(C)(C)(C)C1=NOC(=N1)C12CCC(CC1)(CC2)CN(C(C2=CC(=CC=C2)Cl)=O)C2=CC(=CC=C2)C=2C=NC(=NC2)OCC N-((4-(3-(tert-Butyl)-1,2,4-oxadiazol-5-yl)bicyclo[2.2.2]octan-1-yl)methyl)-3-chloro-N-(3-(2-ethoxypyrimidin-5-yl)phenyl)benzamide